FC1=CC2=C(OCCCN2)C=C1F 7,8-difluoro-2,3,4,5-tetrahydrobenzo[b][1,4]oxazepine